C(OCC1=CC=CC=C1)(ON1C(CCC1=O)=O)=O benzyl 2,5-dioxopyrrolidin-1-yl carbonate